O.O.[F-].[Ca+2].[F-] calcium fluoride, dihydrate